C(CC1=CC=CC=C1)C1=CN=C2C(=CC(=NC2=C1)OCC1OCCCC1)O 7-phenethyl-2-((tetrahydro-2H-pyran-2-yl)methoxy)-1,5-naphthyridin-4-ol